3-methyl-2-[6-[rac-(4aR,7aS)-3,4a,5,6,7,7a-hexahydro-2H-pyrrolo[3,4-b][1,4]oxazin-4-yl]pyridazin-3-yl]-5-(trifluoromethyl)phenol CC=1C(=C(C=C(C1)C(F)(F)F)O)C=1N=NC(=CC1)N1[C@H]2[C@@H](OCC1)CNC2 |r|